8-fluoro-6-(7-fluoro-2-methyl-indazol-5-yl)imidazo[1,2-a]pyridine-2-carboxylic acid FC=1C=2N(C=C(C1)C1=CC3=CN(N=C3C(=C1)F)C)C=C(N2)C(=O)O